N-(5-(7-chloro-4-oxo-3,4-dihydrophthalazin-1-yl)-1H-benzimidazol-2-yl)butyramide ClC1=CC=C2C(NN=C(C2=C1)C1=CC2=C(NC(=N2)NC(CCC)=O)C=C1)=O